1-((2S,4S,5S)-5-((bis(4-methoxyphenyl)(phenyl)methoxy)methyl)-4-hydroxytetrahydrofuran-2-yl)-5-methylpyrimidine-2,4(1H,3H)-dione COC1=CC=C(C=C1)C(OC[C@H]1[C@H](C[C@H](O1)N1C(NC(C(=C1)C)=O)=O)O)(C1=CC=CC=C1)C1=CC=C(C=C1)OC